C(CCC)NC(=O)N1C=NC2=C1C=C(C=C2)N2CCC(CC2)N2CCOCC2 N-butyl-6-(4-morpholinopiperidin-1-yl)-1H-benzo[d]Imidazole-1-carboxamide